bis(1,5-cyclooctadiene) palladium [Pd].C1=CCCC=CCC1.C1=CCCC=CCC1